BrCCC(CCCCCC)Br 1,3-dibromononane